Cl.N[C@@H](C(=O)N1[C@@H](CN(CC1)C=1O[C@H]([C@@H](N1)C)C1=CC=CC=C1)C(=O)NCC=1SC=CC1)CC1CCNCC1 (S)-1-((R)-2-amino-3-(piperidin-4-yl)propanoyl)-4-((4S,5S)-4-methyl-5-phenyl-4,5-dihydrooxazol-2-yl)-N-(thiophen-2-ylmethyl)piperazine-2-carboxamide hydrochloride